C(#N)C1CC2(C1)CC(N(CC2)CC2=C1C=CNC1=C(C=C2OC)C)C2=CC=C(C(=O)NC1CN(C1)C)C=C2 4-(2-cyano-7-((5-methoxy-7-methyl-1H-indol-4-yl)methyl)-7-azaspiro[3.5]nonan-6-yl)-N-(1-methyl-azetidin-3-yl)benzamide